OCC1CCC(CC1)N1N=C2C=C(C(=CC2=C1)NC(=O)C=1N=C(OC1)C)OC N-[2-[4-(hydroxymethyl)cyclohexyl]-6-methoxy-indazol-5-yl]-2-methyl-oxazole-4-carboxamide